3-hydroxyphenyl(hydrazine-1-carboxamide) OC=1C=C(C=CC1)N(N)C(=O)N